N[C@H](C(=O)N[C@H](C(=O)N[C@@H](C(=O)N[C@H](C(=O)O)CC1=C(C=C(C=C1C)O)C)CC1=CC=C(C=C1)C)CCCCNC(CCCCCCC)=O)CC=1N=CN(C1)C(C1=CC=CC=C1)C1=CC=CC=C1 (S)-2-((R)-2-((S)-2-((S)-2-amino-3-(1-benzhydryl-1H-imidazol-4-yl)propanamido)-6-octanamidohexanamido)-3-(p-tolyl)propanamido)-3-(4-hydroxy-2,6-dimethylphenyl)propanoic acid